CC(=O)C1=CC2=CC=CC=C2C=C1 β-Naphthyl methyl ketone